2,3,4,7,8,9-hexamethyl-1,10-phenanthroline CC1=NC2=C3N=C(C(=C(C3=CC=C2C(=C1C)C)C)C)C